2-((5-(4-chlorophenyl)-3-(1-methyl-1H-pyrazol-4-yl)pyrazin-2-yl)methyl)indoline ClC1=CC=C(C=C1)C=1N=C(C(=NC1)CC1NC2=CC=CC=C2C1)C=1C=NN(C1)C